N1(CCNCCC1)C1=NC(=NC2=CC(=C(C=C12)OC)OC)C(F)(F)F 4-(1,4-diazepan-1-yl)-6,7-dimethoxy-2-(trifluoromethyl)quinazoline